tert-butyl (5-chloro-3-ethylpyrazolo[1,5-a]pyrimidin-7-yl)((5-(trifluoromethyl)imidazo[1,2-a]pyridin-2-yl)methyl)carbamate ClC1=NC=2N(C(=C1)N(C(OC(C)(C)C)=O)CC=1N=C3N(C(=CC=C3)C(F)(F)F)C1)N=CC2CC